ClC=1N=CC(=NC1)B(O)O 5-CHLOROPYRAZINE-2-BORONIC ACID